C[C@@H]1CN(C[C@@H](O1)C)C(=O)C=1C2=C(N(N1)CC(=O)N1CCN(CC1)C1=C(C=CC=C1)C)CCC2 2-{3-[(2R,6S)-2,6-dimethylmorpholine-4-carbonyl]-5,6-dihydrocyclopenta[c]pyrazol-1(4H)-yl}-1-[4-(2-methylphenyl)piperazin-1-yl]ethan-1-one